3-amino-N-(3-(4-amino-4-methylpiperidin-1-yl)pyridin-2-yl)-6-(3-fluoropyridin-2-yl)pyrazine-2-carboxamide NC=1C(=NC(=CN1)C1=NC=CC=C1F)C(=O)NC1=NC=CC=C1N1CCC(CC1)(C)N